C1(=C(C=CC=C1)C1C2=C(CNC1)SC(=C2)Cl)C2=CC=CC=C2 4-([1,1'-biphenyl]-2-yl)-2-chloro-4,5,6,7-tetrahydrothieno[2,3-c]pyridine